7-(3,3-difluoroazetidin-1-yl)-5-methyl-4-oxo-1-(1,3-thiazol-2-yl)-1,4-dihydro-1,8-naphthyridine-3-carboxylic acid ethyl ester C(C)OC(=O)C1=CN(C2=NC(=CC(=C2C1=O)C)N1CC(C1)(F)F)C=1SC=CN1